FC1=C2C=CN(C(C2=CC=C1C1=NC=C(C=C1)C(F)(F)F)=O)CCC[C@H](C)NC=1C=NNC(C1C(F)(F)F)=O 5-fluoro-2-[(4S)-4-[[6-oxo-5-(trifluoromethyl)-1H-pyridazin-4-yl]amino]pentyl]-6-[5-(trifluoromethyl)-2-pyridinyl]isoquinolin-1-one